C(CCC)B1O[C@@H]([C@H](O1)C(=O)N(C)C)C(=O)N(C)C (4S,5S)-2-butyl-N4,N4,N5,N5-tetramethyl-1,3,2-dioxaborolan-4,5-dicarboxamide